C(C)(C)(C)OC(NC1CC(CC1)O)=O (3-hydroxy-cyclopentyl)-carbamic acid tert-butyl ester